OC1CCC2(CC(C2)N2C(N(C(C2(C)C)=O)COCC[Si](C)(C)C)=O)CC1 1-(7-hydroxyspiro[3.5]nonan-2-yl)-5,5-dimethyl-3-(2-trimethylsilylethoxymethyl)imidazolidine-2,4-dione